14-methylpentadecyl 12-octadecanoyloxyoctadecanoate C(CCCCCCCCCCCCCCCCC)(=O)OC(CCCCCCCCCCC(=O)OCCCCCCCCCCCCCC(C)C)CCCCCC